3-[(4-[2-[(tert-butyldimethylsilyl)oxy]ethyl]-2-(2-hydroxypropan-2-yl)-1,3-thiazol-5-yl)sulfonyl]1-[4-cyano-3-fluoro-2,6-bis(propan-2-yl)phenyl]urea [Si](C)(C)(C(C)(C)C)OCCC=1N=C(SC1S(=O)(=O)NC(NC1=C(C(=C(C=C1C(C)C)C#N)F)C(C)C)=O)C(C)(C)O